C(C)(=O)C1=NN(C2=CC=C(C=C12)C=1C=NC(=NC1)C)CC(=O)N1[C@@H]2C[C@@]2(C[C@H]1C(=O)NCC1=CC(=CC=C1)Cl)C (1R,3S,5R)-2-(2-(3-acetyl-5-(2-methylpyrimidin-5-yl)-1H-indazol-1-yl)acetyl)-N-(3-chlorobenzyl)-5-methyl-2-azabicyclo[3.1.0]hexane-3-carboxamide